1-Ethyl 5-(2-oxa-7-azaspiro[3.5]nonan-7-yl)pyrazolo[1,5-a]pyrimidine-3-carboxylate C1OCC12CCN(CC2)C2=NC=1N(C=C2)N=CC1C(=O)OCC